ethyl (E)-3-(3-benzoyl-1-(3-((2-(((tert-butoxycarbonyl)amino)methyl)-3-fluoroallyl)oxy)benzyl)thioureido)-1H-pyrrole-2-carboxylate C(C1=CC=CC=C1)(=O)NC(N(CC1=CC(=CC=C1)OC\C(=C\F)\CNC(=O)OC(C)(C)C)C1=C(NC=C1)C(=O)OCC)=S